Cl.CC1=C(C=NN1C1CCOCC1)C1=NC=2C(=NC=CC2C=2C=CC3=C(CCCCC3N)C2)N1 2-{2-[5-Methyl-1-(tetrahydro-pyran-4-yl)-1H-pyrazol-4-yl]-3H-imidazo[4,5-b]pyridin-7-yl}-6,7,8,9-tetrahydro-5H-benzocyclohepten-5-ylamine hydrochloride